NC1CCN(CC1)C(CCN1CCN(CC1)C1=C2C(N(C(C2=CC=C1)=O)C1C(NC(CC1)=O)=O)=O)=O 4-(4-(3-(4-aminopiperidin-1-yl)-3-oxopropyl)piperazin-1-yl)-2-(2,6-di-oxopiperidin-3-yl)isoindoline-1,3-dione